N-Boc-(S)-3-hydroxypiperidine tert-butyl-(2-(((2-cyclopropyl-1-oxo-1,2,3,4-tetrahydroisoquinolin-6-yl)oxy)methyl)-3-fluoroallyl)carbamate C(C)(C)(C)N(C(O)=O)CC(=CF)COC=1C=C2CCN(C(C2=CC1)=O)C1CC1.C(=O)(OC(C)(C)C)N1C[C@H](CCC1)O